(1R,2S)-2-chloro-1,2,3,4-tetrahydronaphthalen-1-ol Cl[C@@H]1[C@@H](C2=CC=CC=C2CC1)O